O(C1=CC=CC=C1)C=1C=C(C=NC1)C1=NC=C2N=CNC2=N1 (5-phenoxypyridin-3-yl)-9H-purin